3-((4-(4-(aminomethyl)-[1,4'-bipiperidin]-1'-yl)phenyl)amino)piperidine-2,6-dione NCC1CCN(CC1)C1CCN(CC1)C1=CC=C(C=C1)NC1C(NC(CC1)=O)=O